((R)-4-([1,2,4]triazolo[4,3-a]pyrazin-5-yl)morpholin-2-yl)((S)-6,8-dichloro-1-methyl-3,4-dihydroisoquinolin-2(1H)-yl)methanone N=1N=CN2C1C=NC=C2N2C[C@@H](OCC2)C(=O)N2[C@H](C1=C(C=C(C=C1CC2)Cl)Cl)C